(2,6-difluoropyridin-3-yl)boric acid FC1=NC(=CC=C1OB(O)O)F